6-(4-chlorophenyl)-2-(3,5-difluorophenyl)-3-oxo-2,3-dihydropyridazine-4-carboxylic acid ClC1=CC=C(C=C1)C=1C=C(C(N(N1)C1=CC(=CC(=C1)F)F)=O)C(=O)O